C(C)OC(=O)C1=CN=C(N1N)NC(=O)OC(C)(C)C 1-amino-2-((tert-butoxycarbonyl)amino)-1H-imidazole-5-carboxylic acid ethyl ester